N[C@H](CO)C1=CC(=CC(=C1)OC)F (S)-2-amino-2-(3-fluoro-5-methoxyphenyl)ethanol